1-(6-(4-methoxy-2-(4-(4-methylpiperazin-1-yl)phenyl)-1H-pyrrolo[2,3-b]pyridin-3-yl)indolin-1-yl)prop-2-en-1-one COC1=C2C(=NC=C1)NC(=C2C2=CC=C1CCN(C1=C2)C(C=C)=O)C2=CC=C(C=C2)N2CCN(CC2)C